NC1=NC(=C(C=2N1C(N(N2)CCCF)=O)C2=CC(=NC(=C2)C)C)C2=CC=CC=C2 5-amino-8-(2,6-dimethyl-4-pyridinyl)-2-(3-fluoropropyl)-7-phenyl-[1,2,4]triazolo[4,3-c]pyrimidin-3-one